FC(OC1=C(C2=C(N=C1)SC=C2)C(=O)OC)F methyl 5-(difluoromethoxy)thieno[2,3-b]pyridine-4-carboxylate